CN1C(=NC=C1S(=O)(=O)N1CCC(CC1)C=1C(=CC=2N(C1)N=CN2)C(F)(F)F)C 6-(1-((1,2-dimethyl-1H-imidazol-5-yl)sulfonyl)piperidin-4-yl)-7-(trifluoromethyl)-[1,2,4]triazolo[1,5-a]pyridine